C(C)(C)(C)N1N=C(C=C1NC=1C=CC2=C(CN(S2(=O)=O)CC2=CC=C(C=C2)OC)C1F)[C@H]1C[C@H](CC1)N1N=CC=C(C1=O)C1CC1 cis-2-(3-(1-(tert-butyl)-5-((4-fluoro-2-(4-methoxybenzyl)-1,1-dioxido-2,3-dihydrobenzo[d]isothiazol-5-yl)amino)-1H-pyrazol-3-yl)cyclopentyl)-4-cyclopropylpyridazin-3(2H)-one